2-cyclopentanediacetic acid C1(C(CCC1)CC(=O)O)CC(=O)O